3-((5-methoxypyridin-2-yl)methylene)-6-(3-(4-fluorobenzoyl)benzylidene)piperazine-2,5-dione COC=1C=CC(=NC1)C=C1C(NC(C(N1)=O)=CC1=CC(=CC=C1)C(C1=CC=C(C=C1)F)=O)=O